(S)-6-(benzo[d]oxazol-2-yl)-2-((bicyclo[1.1.1]pentan-1-yl(phenyl)methyl)(methyl)amino)-5-hydroxy-3-methylpyrimidin-4(3H)-one O1C(=NC2=C1C=CC=C2)C2=C(C(N(C(=N2)N(C)[C@H](C2=CC=CC=C2)C21CC(C2)C1)C)=O)O